C1(CC1)N1[C@H]([C@@H](CC1)N)C1=CC(=C(C=C1)F)F |r| rac-(2s,3r)-1-cyclopropyl-2-(3,4-difluorophenyl)pyrrolidin-3-amine